(2R,4R)-N-(4-tert-butylphenyl)-4-hydroxy-N-[2-(2-methoxyethylamino)-2-oxo-1-(3-pyridyl)ethyl]pyrrolidine-2-carboxamide C(C)(C)(C)C1=CC=C(C=C1)N(C(=O)[C@@H]1NC[C@@H](C1)O)C(C(=O)NCCOC)C=1C=NC=CC1